C(C)(C)O[Ti+2]OC(C)C diisopropoxy-titanium(IV)